FC1=C(C(=CC(=C1OC)C(C)C)F)\C=C\C1=CC=CC=C1 (E)-2,6-difluoro-4-isopropyl-3-methoxy-1-styryl-benzene